ClC=1C(N(C(=C(C1)C(Br)Br)C1=C(C=CC=C1F)F)CC)=O 3-chloro-5-(dibromomethyl)-6-(2,6-difluorophenyl)-1-ethylpyridin-2(1H)-one